N1(CCNCCNCC1)C(C(=O)O)CCC(=O)O 2-(1,4,7-triazacyclonon-1-yl)glutaric acid